CCCCCCCCC/C=C\CCCCCCCC(=O)OC[C@H](COP(=O)([O-])OCC[N+](C)(C)C)O 1-(9Z-nonadecenoyl)-glycero-3-phosphocholine